6-(4-(4-(2-(2-Aminopyridin-3-yl)-3H-imidazo[4,5-b]pyridin-3-yl)benzyl)piperazin-1-yl)picolinonitrile NC1=NC=CC=C1C1=NC=2C(=NC=CC2)N1C1=CC=C(CN2CCN(CC2)C2=CC=CC(=N2)C#N)C=C1